FC(C(=O)O)(F)F.CNC=1SC=C(N1)CC(=O)N 2-[2-(methylamino)-1,3-thiazol-4-yl]acetamide trifluoroacetate salt